cyclohexylethyldimethylammonium hydroxide [OH-].C1(CCCCC1)CC[NH+](C)C